tert-butyl 2-((5-((2-(2-((tert-butyldimethylsilyl) oxy) ethoxy) ethyl) carbamoyl)-1-methyl-1H-benzo[d]imidazol-2-yl) amino)-6,7-dihydrothiazolo[5,4-c]pyridine-5(4H)-carboxylate [Si](C)(C)(C(C)(C)C)OCCOCCNC(=O)C1=CC2=C(N(C(=N2)NC=2SC=3CN(CCC3N2)C(=O)OC(C)(C)C)C)C=C1